Br[C@H]1[C@@H]2N(C([C@H]1C[C@H]2CC(=O)[O-])=O)CC2=CC=C(C=C2)OC (1R,4R,6S,7R)-7-bromo-2-(4-methoxybenzyl)-3-oxo-2-azabicyclo[2.2.1]heptan-6-yl-acetat